COC(=O)C1OC(OC1)(C(F)(F)F)C(F)(F)F 2,2-bis(trifluoromethyl)-1,3-dioxolane-4-carboxylic acid methyl ester